6-{[5-(morpholin-4-yl)pyridin-2-yl]amino}pyridazine-3-carboxamide N1(CCOCC1)C=1C=CC(=NC1)NC1=CC=C(N=N1)C(=O)N